tert-butyl (2R,6S)-4-(3-(1-((5-(5-(difluoromethyl)-1,3,4-oxadiazol-2-yl)-3-fluoropyridin-2-yl)methyl)-1H-1,2,3-triazol-4-yl)phenyl)-2,6-dimethylpiperazin-1-carboxylate FC(C1=NN=C(O1)C=1C=C(C(=NC1)CN1N=NC(=C1)C=1C=C(C=CC1)N1C[C@H](N([C@H](C1)C)C(=O)OC(C)(C)C)C)F)F